C[C@H](C[C@H](C)O)/C=C(\\C)/C[C@H](C)C(=O)N[C@@H](C)C(=O)N(C)[C@H](CC1=C(NC2=CC=CC=C21)Br)C(=O)N[C@H](CC(=O)O)C3=CC=C(C=C3)O The molecule is a depsipeptide isolated from Jaspis splendens. It has a role as an antineoplastic agent, an animal metabolite and a marine metabolite. It is a depsipeptide, a member of indoles, an organobromine compound and a member of phenols.